C1(CCCC1)N1N=CC=C1NC(N)=O 3-(1-cyclopentyl-1H-pyrazol-5-yl)urea